OC1CN(CC=C(C1)C1=C(C(=CC=2CCOC21)NC2=NC(=CC(=N2)C)NC)C)C(=O)OC(C)(C)C tert-butyl 3-hydroxy-5-[6-methyl-5-[[4-methyl-6-(methylamino)pyrimidin-2-yl]amino]-2,3-dihydrobenzofuran-7-yl]-2,3,4,7-tetrahydroazepine-1-carboxylate